{4-(4,4,5,5-tetramethyl-[1,3,2]dioxaborolan-2-yl)phenyl}-phenylamine CC1(OB(OC1(C)C)C1=CC=C(C=C1)NC1=CC=CC=C1)C